7-(2-methylimidazo[1,2-a]pyridin-6-yl)-2-(1,2,3,6-tetrahydropyridin-4-yl)-4H-pyrido[1,2-a]pyrimidin-4-one CC=1N=C2N(C=C(C=C2)C=2C=CC=3N(C(C=C(N3)C=3CCNCC3)=O)C2)C1